13-chloro-10-[2,6-difluoro-4-({2-[(2-hydroxyethyl)amino]ethyl}amino)phenyl]-8-ethyl-6,8,10-triazatricyclo[9.4.0.02,7]pentadeca-1(11),2(7),3,5,12,14-hexaen-9-one ClC1=CC=2N(C(N(C=3N=CC=CC3C2C=C1)CC)=O)C1=C(C=C(C=C1F)NCCNCCO)F